1,5-Dimethyl-4-{[4-methyl-6-(2-methyl-1,3-oxazol-5-yl)pyridin-3-yl]sulfonyl}-1,2,3,4-tetrahydroquinoxaline CN1CCN(C2=C(C=CC=C12)C)S(=O)(=O)C=1C=NC(=CC1C)C1=CN=C(O1)C